CC=1C=NN2C1C=CC=C2 3-methylpyrazolo[1,5-a]pyridin